FC(C(=O)[O-])(F)F.C(#N)C1(CC1)[C@H]1NC(N(C1)[C@H](COC)C1=CC=2N(N=C1)C=C(N2)[C@@H]([NH3+])C2CCC(CC2)(F)F)=O (S)-(7-((S)-1-((R)-4-(1-Cyanocyclopropyl)-2-oxoimidazolidin-1-yl)-2-methoxyethyl)imidazo[1,2-b]pyridazin-2-yl)(4,4-difluorocyclohexyl)methanaminium 2,2,2-trifluoroacetate